C1(CC1)C1=C(C=C(C=N1)C(C)N1C[C@@H](N(C[C@H]1CC)C=1C=2C(N(C(C1)=O)C)=CN(N2)CC#N)CC)F 2-(7-((2S,5R)-4-(1-(6-cyclopropyl-5-fluoropyridin-3-yl)ethyl)-2,5-diethylpiperazin-1-yl)-4-methyl-5-oxo-4,5-dihydro-2H-pyrazolo[4,3-b]pyridin-2-yl)acetonitrile